OCC=1C=CC=2C3=C(C(NC2C1)=O)N=CO3 7-(hydroxymethyl)oxazolo[4,5-c]quinolin-4(5H)-one